BrC1=CC=C(C=C1)/C=C/C(C)=O (E)-4-(4-bromophenyl)but-3-en-2-one